methyl O-benzyl-N-(tert-butoxycarbonyl)-L-seryl-L-alaninate C(C1=CC=CC=C1)OC[C@H](NC(=O)OC(C)(C)C)C(=O)N[C@@H](C)C(=O)OC